1,9-diamino-alpha-nonylcarboxylic acid magnesium salt [Mg+2].NC(CCCCCCCCN)C(=O)[O-].NC(CCCCCCCCN)C(=O)[O-]